(4-methyl-4H-1,2,4-triazol-3-yl)-[1,1'-biphenyl] CN1C(=NN=C1)C1=C(C=CC=C1)C1=CC=CC=C1